FC1=C(CN2C(N(N=C2)C2=CC=C(C=C2)CC=2C(=NC=CC2)O)=O)C(=CC=C1)F (2,6-difluorobenzyl)-2-(4-((2-hydroxypyridin-3-yl)methyl)phenyl)-2,4-dihydro-3H-1,2,4-triazol-3-one